O=C1OC2=CC=CC=C2C=C1C(=O)OCCCCSC1=CC(=NC2=CC=CC=C12)C1=CC(=CC=C1)F 4-((2-(3-fluorophenyl)quinolin-4-yl)thio)butyl 2-oxo-2H-chromene-3-carboxylate